2,2-dimethyl-7-((3-(4-(4-(4-(trifluoromethyl)phenyl)piperidine-1-carbonyl)phenyl)oxetan-3-yl)oxy)heptanoic acid CC(C(=O)O)(CCCCCOC1(COC1)C1=CC=C(C=C1)C(=O)N1CCC(CC1)C1=CC=C(C=C1)C(F)(F)F)C